C(C=C)(=O)O.N1N=CC=C1 pyrazole acrylate